C12(CC(C1)C2)NC2=NC(=NC=C2)NC=2C=C(C(=CC2OC)N(C)CCN(C)C)N N4-(4-(bicyclo[1.1.1]pentan-1-ylamino)pyrimidin-2-yl)-N1-(2-(dimethylamino)ethyl)-5-methoxy-N1-methylbenzene-1,2,4-triamine